ClC1=CC=C(C=C1)C1=C(CCC(C1)(C)C)CN1C2CN(CC1CC2)CC=2C(=C1CN(C(C1=CC2)=O)C2C(NC(CC2)=O)=O)F 3-(5-((8-((4'-chloro-5,5-dimethyl-3,4,5,6-tetrahydro-[1,1'-biphenyl]-2-yl)methyl)-3,8-diazabicyclo[3.2.1]octan-3-yl)methyl)-4-fluoro-1-oxoisoindolin-2-yl)piperidine-2,6-dione